4-{[(3S)-3-methylpiperidin-1-yl]methyl}pyrrolo[1,2-b]pyridazine-2-carboxamide C[C@@H]1CN(CCC1)CC=1C=2N(N=C(C1)C(=O)N)C=CC2